2-Cyano-3,3-Diphenyl-AcrylamidoPropyl-p-Vinyl-Benzyl-Dimethyl-Ammonium Chloride [Cl-].C(#N)C(C(=O)NCCC[N+](C)(C)CC1=CC=C(C=C1)C=C)=C(C1=CC=CC=C1)C1=CC=CC=C1